tert-butyl triflate O(S(=O)(=O)C(F)(F)F)C(C)(C)C